C1=C(C=CC2=CC=CC=C12)S(=O)(=O)NC(C)=O (2-naphthylsulfonylamino)-1-ethanone